(S)-2-((((9H-fluoren-9-yl)methoxy)carbonyl)amino)-3-(6-morpholinopyridin-3-yl)propanoic acid C1=CC=CC=2C3=CC=CC=C3C(C12)COC(=O)N[C@H](C(=O)O)CC=1C=NC(=CC1)N1CCOCC1